3-(2-Hydroxy-1-(3-methoxyphenyl)ethyl)-7-(5-methyl-1H-pyrazol-4-yl)quinazolin OCC(C1=CC(=CC=C1)OC)N1CN=C2C=C(C=CC2=C1)C=1C=NNC1C